NC1=C2C(=NC=N1)N(N=C2C2=CC=C(C=C2)O)CC2=NC1=CC=CC(=C1C(N2CC2=CC=C(C=C2)F)=O)C#C 2-((4-Amino-3-(4-hydroxyphenyl)-1H-pyrazolo[3,4-d]pyrimidin-1-yl)methyl)-5-ethynyl-3-(4-fluorobenzyl)quinazolin-4(3H)-one